5-[(2S,6R)-2-[[6-(3-amino-3-methyl-azetidin-1-yl)spiro[1H-furo[3,4-c]pyridine-3,3'-azetidine]-1'-yl]methyl]-6-methyl-morpholin-4-yl]-2-deuterio-quinoline-8-carbonitrile NC1(CN(C1)C1=CC2=C(C=N1)C1(CN(C1)C[C@H]1CN(C[C@H](O1)C)C1=C3C=CC(=NC3=C(C=C1)C#N)[2H])OC2)C